(S)-6-((7,7-difluoro-5-oxo-6,7-dihydro-5H-pyrrolo[3,4-b]pyridin-2-yl)amino)-4-((2-hydroxy-1-phenylethyl)amino)nicotinic acid FC1(NC(C=2C1=NC(=CC2)NC2=NC=C(C(=O)O)C(=C2)N[C@H](CO)C2=CC=CC=C2)=O)F